(R)-5-(6-((1-cyclobutylpiperidin-3-yl)amino)-4,5-dimethylpyridazin-3-yl)-1-(difluoromethylene)-2,3-dihydro-1H-inden-4-ol C1(CCC1)N1C[C@@H](CCC1)NC1=C(C(=C(N=N1)C1=C(C=2CCC(C2C=C1)=C(F)F)O)C)C